FC(CN1C=NC(=C1C=1C=CC=2N(C1)C(=CN2)C(C)O)C2=CC=C(C=C2)F)F 1-(6-(1-(2,2-difluoroethyl)-4-(4-fluoro-phenyl)-1H-imidazol-5-yl)imidazo[1,2-a]pyridin-3-yl)ethanol